ClC1=CC2=C(C=C(O2)C=2N=C(SC2)C=2NC=CC2)C=C1 4-(6-chlorobenzofuran-2-yl)-2-(1H-pyrrol-2-yl)thiazole